C(C=C)[C@@]1(CC(O1)=O)C1=CC=CC=C1 |r| (±)-4-Allyl-4-phenyloxetan-2-one